methyl (E)-3-methoxyprop-2-enoate CO/C=C/C(=O)OC